CC1([C@@H]2CCC([C@@H]([C@]2(CCC1)C)C(=O)OCC1=CC=CC=C1)=O)C Benzyl (1R,4aS,8aS)-5,5,8a-trimethyl-2-oxodecahydronaphthalene-1-carboxylate